(R)-6-(1,5-dimethyl-1H-pyrazol-4-yl)-4-(3-(methylamino)pyrrolidin-1-yl)pyridin-2-amine dihydrochloride Cl.Cl.CN1N=CC(=C1C)C1=CC(=CC(=N1)N)N1C[C@@H](CC1)NC